FC(C(=O)O)(F)F.NCC(=O)NCCCCOC=1C=C(C=CC1)C(C(=O)N[C@@H](C(=O)NCC1=CC=C(C=C1)O)CCCN\C(=N/C(NCCNC(CC)=O)=O)\N)C1=CC=CC=C1 (2R)-2-(2-(3-(4-(2-aminoacetamido)butoxy)phenyl)-2-phenylacetamido)-N-(4-hydroxybenzyl)-5-((Z)-2-((2-propionamidoethyl)carbamoyl)guanidino)pentanamide 2,2,2-trifluoroacetate